5-(4-methoxyphenyl)-3-(3,4,5-trimethoxyphenyl)pyridin-2-amine COC1=CC=C(C=C1)C=1C=C(C(=NC1)N)C1=CC(=C(C(=C1)OC)OC)OC